4-(bromomethyl)-1,3-dioxan-2-one BrCC1OC(OCC1)=O